CNC1=C(C(N(C2=NC(=CC=C12)C(F)(F)F)C1=CC=CC=C1)=O)C=1OC=NN1 4-(methylamino)-3-(1,3,4-oxadiazol-2-yl)-1-phenyl-7-(trifluoromethyl)-1,8-naphthyridin-2(1H)-one